3,4,9,10-perylene-tetracarboxylic acid C1=CC(=C2C(=CC=C3C4=CC=C(C=5C(=CC=C(C1=C23)C45)C(=O)O)C(=O)O)C(=O)O)C(=O)O